FC1CN(CCC1NC1=CC=CC2=C1S(C=C2CC(F)(F)F)(=O)=O)C 7-((3-fluoro-1-methylpiperidin-4-yl)amino)-1,1-dioxido-3-(2,2,2-trifluoroethyl)benzo[b]thiophen